2-(3-bromo-2-fluorophenyl)propionic acid BrC=1C(=C(C=CC1)C(C(=O)O)C)F